tert-Butyl N-[2-(5-fluoro-7-formyl-7,8-dihydro-6H-cyclopenta[e]benzotriazol-2-yl)ethyl]-N-methyl-carbamate FC=1C2=C(C=3C(=NN(N3)CCN(C(OC(C)(C)C)=O)C)C1)CC(C2)C=O